1-(6-bromopyridin-2-yl)cyclopropanecarboximidamide BrC1=CC=CC(=N1)C1(CC1)C(N)=N